5-bromo-3,3-dimethyltetrahydro-4H-pyran-4-one BrC1C(C(COC1)(C)C)=O